N-(5-(5-chloro-2-methoxyphenyl)-1-(4,4,4-trifluoro-2-hydroxybutyl)-1H-pyrazol-4-yl)pyrazolo[1,5-a]pyrimidine-3-carboxamide ClC=1C=CC(=C(C1)C1=C(C=NN1CC(CC(F)(F)F)O)NC(=O)C=1C=NN2C1N=CC=C2)OC